1-[3-[2-(trifluoromethyl)-4-pyridinyl]isoxazol-5-yl]ethylamine hydrochloride Cl.FC(C1=NC=CC(=C1)C1=NOC(=C1)C(C)N)(F)F